C1(CC1)CCCC (cyclopropylmethyl)propan